ClC=1N=CNC1C(=O)NCC1=C(C=C2[C@](NC(NC2=C1)=O)(C(F)(F)F)C#CC1CC1)F (S)-4-chloro-N-((4-(cyclopropylethynyl)-6-fluoro-2-oxo-4-(trifluoromethyl)-1,2,3,4-tetrahydroquinazolin-7-yl)methyl)-1H-imidazole-5-carboxamide